2,5-dichloropyridine-4-boronic acid ClC1=NC=C(C(=C1)B(O)O)Cl